C(C)OC(=O)C1C2(OCCO2)CCC(C1)(F)F 8,8-difluoro-1,4-dioxa-spiro[4.5]decane-6-carboxylic acid ethyl ester